3-((3-(1-methyl-1H-pyrazol-3-yl)-[1,1'-biphenyl]-4-yl)amino)propanamide CN1N=C(C=C1)C=1C=C(C=CC1NCCC(=O)N)C1=CC=CC=C1